copper-rhenium sulfide [Re]=S.[Cu]